N-(2,2-Dimethyl-6-((1-methyl-1H-pyrazol-4-yl)methoxy)-2,3-dihydrobenzofuran-5-yl)pyrazolo[1,5-a]pyrimidine CC1(OC2=C(C1)C=C(C(=C2)OCC=2C=NN(C2)C)N2CC=C1N2C=CC=N1)C